F[C@@H]1C[C@H](N(C1)C)COC1=NC2=CC(=CC=C2C(=N1)N1CCNCC1)C1=C2C=NNC2=CC=C1C (((2S,4R)-4-fluoro-1-methylpyrrolidin-2-yl)methoxy)-7-(5-methyl-1H-indazol-4-yl)-4-(piperazin-1-yl)quinazoline